2,3-bis(2-mercaptoethylthio)-1-propanethiol SCCSC(CS)CSCCS